C1(CC1)C=1N=NN(C1)[C@H](C(=O)N1[C@@H](C[C@H](C1)O)C(=O)NCC[C@@H]1COC[C@H]1O)C(C)(C)C (2S,4R)-1-[(2S)-2-(4-cyclopropyl-triazol-1-yl)-3,3-dimethyl-butyryl]-4-hydroxy-N-[2-[(3R,4S)-4-hydroxytetrahydrofuran-3-yl]ethyl]pyrrolidine-2-carboxamide